O1C=NC=C1C=1C=CC=2C3=C(N=CC2C1)NC(=C3C3CCN(CC3)C(=O)OC(C)(C)C)C(F)(F)F tert-butyl 4-(7-(oxazol-5-yl)-2-(trifluoromethyl)-3H-pyrrolo[2,3-c]isoquinolin-1-yl)piperidine-1-carboxylate